6-chloro-1-[[2-(trimethylsilyl)ethoxy]methyl]pyrrolo[2,3-b]pyridin-3-ylboronic acid ClC1=CC=C2C(=N1)N(C=C2B(O)O)COCC[Si](C)(C)C